(2S,5S)-N-[(S)-[3-fluoro-4-(propan-2-yl)phenyl](phenyl)methyl]-5-methyl-1-[2-(1H-1,2,3-triazol-5-yl)acetyl]pyrrolidine-2-carboxamide FC=1C=C(C=CC1C(C)C)[C@@H](NC(=O)[C@H]1N([C@H](CC1)C)C(CC1=CN=NN1)=O)C1=CC=CC=C1